3-formyl-4-(trifluoromethyl)benzo[b]thiophene-2-carboxylic acid ethyl ester C(C)OC(=O)C1=C(C2=C(S1)C=CC=C2C(F)(F)F)C=O